C(#N)CC1=CN(C2=CC=CC(=C12)C=1C(=CC=2C3=C(C(=NC2C1F)O[C@@H](C)[C@H]1N(CCC1)C)N=NN3C3CCN(CC3)C(=O)OC(C)(C)C)C)C tert-butyl 4-(7-(3-(cyanomethyl)-1-methyl-1H-indol-4-yl)-6-fluoro-8-methyl-4-((S)-1-((S)-1-methylpyrrolidin-2-yl)ethoxy)-1H-[1,2,3]triazolo[4,5-c]quinolin-1-yl)piperidine-1-carboxylate